CN1[C@@H]2CC(CC1CC2)NC=2C=C1C(=CN2)SC(=C1)C(=O)OC Methyl 5-[[(1S)-8-methyl-8-azabicyclo[3.2.1]octan-3-yl]amino]thieno[2,3-c]pyridine-2-carboxylate